4-[2-[(2,4-dimethoxyphenyl)methylamino]-8-[4-(oxetan-3-yloxy)phenyl]-7-oxo-pyrido[2,3-d]pyrimidin-6-yl]-8-methyl-2,3-dihydroquinoxaline-1-carboxylic acid benzyl ester C(C1=CC=CC=C1)OC(=O)N1CCN(C2=CC=CC(=C12)C)C1=CC2=C(N=C(N=C2)NCC2=C(C=C(C=C2)OC)OC)N(C1=O)C1=CC=C(C=C1)OC1COC1